C(N)(=O)[C@@H]1C[C@@]2(CN1)C(NC1=CC=CC=C12)=O (3R,5'S)-5'-carbamoyl-2-oxospiro[indoline-3,3'-pyrrolidine]